C(C1=CC=CC=C1)N1C(=NC2=CC(=CC=C2C1C1=CC=CC=C1)C)C1=CC=CC=C1 3-Benzyl-7-methyl-2,4-diphenyl-3,4-dihydroquinazoline